N(=C=O)C1(CCC(CC1)C(C)(C)N=C=O)C 1-isocyanato-4-(1-isocyanato-1-methylethyl)-1-methylcyclohexane